spiro[indoline-3,4-pyrrolidine]lauryl ether phosphate P(=O)(O)(O)O.N1(CCC2(C1)CNC1=CC=CC=C12)CCCCCCCCCCCCOCCCCCCCCCCCCN1CCC2(C1)CNC1=CC=CC=C12